C(C)(C)(C)OC(=O)O[C@@H]1[C@H]([C@H](N(C1)C(=O)OC(C)(C)C)CC1=CC=C(C=C1)C1=CN2C(S1)=NC(=C2)C(F)(F)F)O tert-butyl (2R,3S,4S)-4-[(tert-butoxycarbonyl)oxy]-3-hydroxy-2-({4-[6-(trifluoromethyl)imidazo[2,1-b][1,3]thiazol-2-yl]phenyl}methyl)pyrrolidine-1-carboxylate